ClC1=CC=2C(=NN(N2)C2=CC(=CC(=C2O)C(C)(C)C)C)C=C1 2-(5-chloro-2-Benzotriazolyl)-6-tert-butyl-p-cresol